(R)-4-(3-(3-((6-chloropyridazin-3-yl)amino)pyrrolidine-1-carbonyl)-4-fluorobenzyl)phthalazin-1(2H)-one ClC1=CC=C(N=N1)N[C@H]1CN(CC1)C(=O)C=1C=C(CC2=NNC(C3=CC=CC=C23)=O)C=CC1F